ClC=1C(=C2C(=NNC2=CC1)CC1=CC=CC=C1)Cl dichlorobenzyl-indazole